tris(N,N-dimethylaminophenyl)methane CN(C)C1=C(C=CC=C1)C(C1=C(C=CC=C1)N(C)C)C1=C(C=CC=C1)N(C)C